1-[[2-[6-(3-cyclopropyl-1H-1,2,4-triazol-5-yl)-2-azaspiro[3.3]heptane-2-carbonyl]-2-azaspiro[3.3]heptan-6-yl]methyl]-4-(trifluoromethyl)pyridin-2-one C1(CC1)C1=NNC(=N1)C1CC2(CN(C2)C(=O)N2CC3(C2)CC(C3)CN3C(C=C(C=C3)C(F)(F)F)=O)C1